(S)-2-(3-((S)-but-3-en-2-yl)-5-hydroxy-4,6-dioxo-7-((2,4,6-trifluorobenzyl)carbamoyl)-2,3,4,6-tetrahydro-1H-pyrido[2,1-f][1,2,4]triazin-1-yl)but-3-en-1-yl acetate C(C)(=O)OC[C@H](C=C)N1N2C(C(N(C1)[C@@H](C)C=C)=O)=C(C(C(=C2)C(NCC2=C(C=C(C=C2F)F)F)=O)=O)O